C(C)(=O)[O-].[Au+3].OC1=C(C(=CC=C1)O)C1=C(C=CC=C1)O.C(C)(=O)[O-].C(C)(=O)[O-] 2,2',6-trihydroxybiphenyl Gold(III) acetat